N1=C2N(CCC1)CCCN2 3,4,6,7,8,9-hexahydro-2H-pyrimido[1,2-a]-pyrimidine